1-(3-(4-methylpiperazin-1-yl)propyl)indoline CN1CCN(CC1)CCCN1CCC2=CC=CC=C12